1,1'-(1,2-phenylenebis(propane-3,1-diyl))bis(1-ethylpyrrolidine-1-ium) C1(=C(C=CC=C1)CCC[N+]1(CCCC1)CC)CCC[N+]1(CCCC1)CC